(S)-2-(8-(5-(4-(piperazin-1-ylmethyl)phenyl)pyrimidin-2-yl)-6,6a,7,8,9,10-hexahydro-5H-pyrazino[1',2':4,5]pyrazino[2,3-c]pyridazin-2-yl)phenol N1(CCNCC1)CC1=CC=C(C=C1)C=1C=NC(=NC1)N1C[C@H]2N(C=3C(=NN=C(C3)C3=C(C=CC=C3)O)NC2)CC1